1-[5-[3-cyano-6-[1-[3-(hydroxymethyl)cyclobutyl]pyrazol-4-yl]pyrazolo[1,5-a]pyrazin-4-yl]-2-pyridyl]-N-cyclobutyl-4-ethyl-piperidine-4-carboxamide C(#N)C=1C=NN2C1C(=NC(=C2)C=2C=NN(C2)C2CC(C2)CO)C=2C=CC(=NC2)N2CCC(CC2)(C(=O)NC2CCC2)CC